(2R,4S)-1-acetyl-4-(4-methoxy-3-(prop-2-yloxy)phenyl)pyrrolidine-2-carboxylic acid C(C)(=O)N1[C@H](C[C@H](C1)C1=CC(=C(C=C1)OC)OC(C)C)C(=O)O